C[C@]12CC3(CC(C[C@@](C1)(C3)C)C2)NC(=O)OC2=C(C(=O)OC)C=CC=C2 methyl ((((1R,3R,5S,7R)-3,5-dimethyl adamantan-1-yl) carbamyl) oxy)-benzoate